3-(4-chlorophenyl)-1-(4-trifluoromethoxyphenyl)-4,5-dihydro-1H-pyrazole-5-nitrile ClC1=CC=C(C=C1)C1=NN(C(C1)C#N)C1=CC=C(C=C1)OC(F)(F)F